2-hydroxy-1-(4-isopropenylphenyl)-2-methylpropane-1-one OC(C(=O)C1=CC=C(C=C1)C(=C)C)(C)C